(3S,10R,13S)-17-(4-isopropyl-1H-imidazol-1-yl)-10,13-dimethyl-2,3,4,7,8,9,10,11,12,13,14,15-dodecahydro-1H-cyclopenta[a]phenanthren-3-amine C(C)(C)C=1N=CN(C1)C1=CCC2C3CC=C4C[C@H](CC[C@@]4(C3CC[C@]12C)C)N